ethyl 5-amino-2-chloro-6-(4-chloro-2-fluoro-phenyl)pyrimidine-4-carboxylate NC=1C(=NC(=NC1C1=C(C=C(C=C1)Cl)F)Cl)C(=O)OCC